3-amino-3-(4-chlorophenyl)propionic Acid NC(CC(=O)O)C1=CC=C(C=C1)Cl